C(=O)(O)C1CC=2C(=NC=CC2)N1 2-carboxyl-2,3-dihydro-1H-pyrrolo[2,3-b]pyridine